trans-4-((5-(N-(4-iodo-5-methyl-2-(3-methylpyrrolidin-1-yl)phenyl)but-2-ynamido)-1-methyl-1H-pyrazolo[4,3-b]pyridin-3-yl)oxy)cyclohexane-1-carboxylic acid IC1=CC(=C(C=C1C)N(C(C#CC)=O)C1=CC=C2C(=N1)C(=NN2C)O[C@@H]2CC[C@H](CC2)C(=O)O)N2CC(CC2)C